OC1=C(C2=CC=CC=C2C=C1)C(NC(C)=O)C1CCNCC1 N-[(2-hydroxynaphthalen-1-yl)(piperidin-4-yl)methyl]acetamide